CC1=CC(=NC=C1)NC(C1=CC=CC=C1)=O N-(4-methylpyridin-2-yl)benzamide